BrC=1C=C(C=C(C1OC)F)[C@@H](CO)C (S)-2-(3-bromo-5-fluoro-4-methoxyphenyl)propan-1-ol